[Pd](Cl)Cl.C(C)(C)(C)P[C-]1C=CC=C1.[C-]1(C=CC=C1)PC(C)(C)C.[Fe+2] bis(tert-butylphosphino)ferrocene palladium chloride